C(CCCCCCCCCCCCCCC)(=O)C(O)CN Palmitoyl-Ethanolamine